CC=1CC(N=C2C=C3C(=CC12)C=CC(O3)=O)(C)C 6,8,8-trimethyl-2-oxo-7,8-dihydro-2H-pyrano[3,2-g]quinolin